8-fluoro-2-(((2R,7aS)-2-fluorotetrahydro-1H-pyrrolizin-7a(5H)-yl)methoxy)-7-(8-(prop-1-en-2-yl)naphthalen-1-yl)pyrido[4,3-d]pyrimidin-4-amine FC1=C(N=CC2=C1N=C(N=C2N)OC[C@]21CCCN1C[C@@H](C2)F)C2=CC=CC1=CC=CC(=C21)C(=C)C